C1(=CC=CC=C1)C#CCC 4-phenyl-3-butyn